OC1=C(C(=CC(=C1S(=O)(=O)C1CCC(CC1)=O)CCCCC)O)C1CCCC(=C1)C 4-((2,6-dihydroxy-5'-methyl-4-pentyl-1',2',3',4'-tetrahydro-[1,1'-biphenyl]-3-yl)sulfonyl)cyclohexan-1-one